C(C)(C)(C)OC(N[C@H]([C@@H](CCO)C1CC1)CO[Si](C1=CC=CC=C1)(C1=CC=CC=C1)C(C)(C)C)=O.C(CCC)P(C12CC3CC(CC(C1)C3)C2)C23CC1CC(CC(C2)C1)C3 n-butyl-di(1-adamantyl)phosphine tert-butyl-N-[(1R,2S)-1-[[tert-butyl(diphenyl)silyl]oxymethyl]-2-cyclopropyl-4-hydroxy-butyl]carbamate